C(C1C(C(=O)[O-])CCCC1)(=O)OCCOC(C=C)=O Acryloyloxyethyl hexahydrophthalate